C(C1=CC=CC=C1)ON1N=CC(=C1CCC(C1=CC=CC=C1)C1=CC=CC=C1)C1CCN(CC1)C(=O)OCC ethyl 4-(1-(benzyloxy)-5-(3,3-diphenylpropyl)-1H-pyrazol-4-yl)piperidine-1-carboxylate